(2R,6R)-N-(azepan-4-yl)-4-(8-chloro-5-quinolinyl)-6-methyl-morpholine-2-carboxamide N1CCC(CCC1)NC(=O)[C@H]1CN(C[C@H](O1)C)C1=C2C=CC=NC2=C(C=C1)Cl